C[C@H](C[C@H](N)C(=O)[O-])C(=O)[O-] (2S,4R)-4-methylglutamate